methyl 1-(1-benzhydryl azetidin-3-yl)-1H-pyrazole-3-carboxylate C(C1=CC=CC=C1)(C1=CC=CC=C1)N1CC(C1)N1N=C(C=C1)C(=O)OC